1,3-bisdiphenylphosphinopropane C1(=CC=CC=C1)P(CCCP(C1=CC=CC=C1)C1=CC=CC=C1)C1=CC=CC=C1